NCC1(CCCCC1)CN bis(aminomethyl)cyclohexane